(4-Chloro-1H-benzo[d]imidazol-2-yl)(7-methyl-6,7-dihydropyrazolo[1,5-a]pyrazin-5(4H)-yl)methanone ClC1=CC=CC=2NC(=NC21)C(=O)N2CC=1N(C(C2)C)N=CC1